C1(=CC=CC=C1)CC(C)C1=NC=NO1 5-(1-phenylpropan-2-yl)-1,2,4-oxadiazol